1-benzyl-5-cyano-1,2,3,6-tetrahydropyridine C(C1=CC=CC=C1)N1CCC=C(C1)C#N